BrC1=C(C=CC=C1)CS(=O)(=O)Cl (2-bromophenyl)methanesulfonyl chloride